(2E)-3-[4-BROMO-2-(DIMETHYLAMINO)PHENYL]PROP-2-ENOIC ACID BrC1=CC(=C(C=C1)/C=C/C(=O)O)N(C)C